NC1=NC(=C(C(=N1)C1=C(C=C(C=C1C(C)C)C(C)C)C(C)C)CC1=C(C=C(C=C1)CCl)OC)C 2-amino-5-{[4-(chloromethyl)-2-methoxyphenyl]methyl}-6-methylpyrimidin-4-yl-2,4,6-tri(propan-2-yl)benzene